C(#N)C[C@H]1CN(CCN1)C1=CC(=NC(=N1)C1=CC=CC=C1)C(=O)NC1=CC(=CC2=CC=CC=C12)O (S)-6-(3-(cyanomethyl)piperazin-1-yl)-N-(3-hydroxynaphthalen-1-yl)-2-phenylpyrimidine-4-carboxamide